CC1=C(C(=C([C-]1C)C)C)C.[C-]1(C(=C(C(=C1C)C)C)C)C.[Ni+2] decamethyl-nickelocene